C(C)(C)(C)[S@@](=O)N1CC=2N=C(N=CC2[C@H]1C1=C(C(=CC=C1)OC)C)OC (5R)-6-[(R)-tert-butylsulfinyl]-2-methoxy-5-(3-methoxy-2-methyl-phenyl)-5,7-dihydropyrrolo[3,4-d]pyrimidine